(S)-(4-(7-chloropyrazolo[1,5-a]pyridin-2-yl)-6,7-dihydro-1H-imidazo[4,5-c]pyridin-5(4H)-yl)(2-(2-hydroxypropan-2-yl)-4-methyloxazol-5-yl)methanone ClC1=CC=CC=2N1N=C(C2)[C@H]2N(CCC1=C2N=CN1)C(=O)C1=C(N=C(O1)C(C)(C)O)C